1-(6-(4-isopropyl-4H-1,2,4-triazol-3-yl)pyridin-2-yl)-3-(6-methoxybenzo[d]thiazol-2-yl)urea C(C)(C)N1C(=NN=C1)C1=CC=CC(=N1)NC(=O)NC=1SC2=C(N1)C=CC(=C2)OC